(-)-1-[(3S*,4R*)-4-(2,6-Difluoro-4-methoxyphenyl)-methyl-2-oxopyrrolidin-3-yl]-3-(4-fluorophenyl)urea FC1=C(C(=CC(=C1)OC)F)[C@H]1[C@@H](C(N(C1)C)=O)NC(=O)NC1=CC=C(C=C1)F |o1:10,11|